(R)-1'-(((R)-tert-butylsulfinyl)amino)-1',3'-dihydrospiro[azetidine-3,2'-indene]amine C(C)(C)(C)[S@@](=O)N[C@]1(C2(CC3=CC=CC=C13)CNC2)N